CC1=CC=C(C=C1)S(=O)(=O)OCCOCCOCCOCCOS(=O)(=O)C1=CC=C(C=C1)C.C(=C)C1=CCC1 1-Vinyl-cyclobutene ((oxybis(ethane-2,1-diyl))bis(oxy))bis(ethane-2,1-diyl) bis(4-methylbenzenesulfonate)